CC(CC(=O)O)CCCCCCCCCCCC(CCCCCCC)C 3,15-dimethyldocosanoic acid